BrC1=C(C=CC=C1)C(SC[13CH]=O)(C1=CC=CC=C1)C1=CC(=C(C(=C1)C(C)(C)C)O)C(C)(C)C 2-(((2-bromophenyl)(3,5-bis-tert-butyl-4-hydroxyphenyl)(phenyl)methyl)thio)acetaldehyde-13C